ClC1=CC(=C2C=C(N(C2=C1)CC(F)(F)F)C#CCNC=1C=CC(=NC1)C(C#N)(C)C)CN1CCC(CC1)N(C)C 2-(5-{[3-(6-chloro-4-{[4-(dimethylamino)piperidin-1-yl]methyl}-1-(2,2,2-trifluoroethyl)-1H-indol-2-yl)prop-2-yn-1-yl]amino}pyridin-2-yl)-2-methylpropanenitrile